2-Bromo-5-(2-((tert-butyldimethylsilyl)oxy)ethoxy)pyridine BrC1=NC=C(C=C1)OCCO[Si](C)(C)C(C)(C)C